N-methyl-2-(1-{[5-methyl-3-(trifluoromethyl)-1H-pyrazol-1-yl]acetyl}piperidin-4-yl)-N-[(1S)-1,2,3,4-tetrahydronaphthalen-1-yl]-1,3-thiazol-4-carboxamide CN(C(=O)C=1N=C(SC1)C1CCN(CC1)C(CN1N=C(C=C1C)C(F)(F)F)=O)[C@H]1CCCC2=CC=CC=C12